1-methyl-5-octyl-1H-pyrazole CN1N=CC=C1CCCCCCCC